C(C)(C)(C)N1CCN(CC1)C(=O)C1NC2=CC=C(C=C2C1)C#N 2-(4-(tert-butyl)piperazine-1-carbonyl)-5-cyanoindoline